(S)-3-(2-((3r,4r)-3-amino-4-fluoropiperidin-1-yl)-5,6-difluoro-1H-benzo[d]imidazol-1-yl)-1-(4-chlorophenyl)pyrrolidin-2-one N[C@@H]1CN(CC[C@H]1F)C1=NC2=C(N1[C@@H]1C(N(CC1)C1=CC=C(C=C1)Cl)=O)C=C(C(=C2)F)F